2-(pyridin-2-yl)-4,5-dihydrothiazol-4-ol N1=C(C=CC=C1)C=1SCC(N1)O